Cl.Cl.OB(CCCC[C@]1(NC[C@@H]2N(CC[C@@H]21)C(=O)[C@H]2NCCC2)C(=O)O)O (3aS,4R,6aR)-4-(4-dihydroxyboryl-butyl)-1-((S)-pyrrolidine-2-carbonyl)octahydropyrrolo[3,4-b]pyrrole-4-carboxylic acid dihydrochloride